2-chloro-3-nitro-N-((2,2,5-trimethyl-1,3-dioxan-5-yl)methyl)-5,6,7,8-tetrahydroquinolin-4-amine ClC1=NC=2CCCCC2C(=C1[N+](=O)[O-])NCC1(COC(OC1)(C)C)C